1,3-bis-(tris-(hydroxymethyl)-methylamino)-propane OCC(NCCCNC(CO)(CO)CO)(CO)CO